6-(3,5-difluorophenyl)-4-(1-{[6-(methoxymethyl)-2-pyridinyl]methyl}-1H-1,2,3-triazol-4-yl)-2-pyrimidinylamine FC=1C=C(C=C(C1)F)C1=CC(=NC(=N1)N)C=1N=NN(C1)CC1=NC(=CC=C1)COC